C(C(O)C)(=O)[O-].C(CCC)[NH+](CCCC)CCCC Tributyl-ammonium lactate salt